3-bromo-5-chloro-2-fluoro-6-methylbenzene-1-sulfonyl chloride BrC=1C(=C(C(=C(C1)Cl)C)S(=O)(=O)Cl)F